C(=O)(O)C1=C(C=C(C=C1)C(=O)O)F 2,5-dicarboxyl-fluorobenzene